N-(2-fluorophenyl)-7-(4-fluorophenyl)pyrazolo[1,5-a]pyrimidine-2-carboxamide FC1=C(C=CC=C1)NC(=O)C1=NN2C(N=CC=C2C2=CC=C(C=C2)F)=C1